C(C)(C)(C)OC(=O)N1CCN(C2(COC2)C1)C1=CC(=NC=C1)OC1CC(C1)OC1CCN(CC1)C(=O)OCC1=CC=CC=C1.CC(C)(C#CC(C)(OOC(C)(C)C)C)OOC(C)(C)C 2,5-dimethyl-2,5-di(tert-butyl-peroxy)hex-3-yne tert-Butyl-5-[2-[3-[(1-benzyloxycarbonyl-4-piperidyl)oxy]cyclobutoxy]-4-pyridyl]-2-oxa-5,8-diazaspiro[3.5]nonane-8-carboxylate